C(C)OC1=C(C2=C(C3=C(S2)C(=C(C=C3)C(=O)Cl)F)C=C1)F 7-ethoxy-4,6-difluoro-dibenzothiophene-3-carbonyl chloride